[N+](=O)([O-])C1=CC=C(OP(=O)(OC2=CC=CC=C2)N[C@@H](C)C(=O)OC2CC2)C=C1 Cyclopropyl ((4-nitrophenoxy)(phenoxy)phosphoryl)-L-alaninate